(3s,5s)-3-aminomethyl-5-methyl-6-(3-nitro-phenoxy)-hexanoic acid NC[C@H](CC(=O)O)C[C@@H](COC1=CC(=CC=C1)[N+](=O)[O-])C